[N+](=O)([O-])C1=CC=C(C=C1)S(=O)(=O)C=1C=NC2=CC=C(C=C2C1N1CCC(CC1)O)OC(F)(F)F 1-(3-((4-nitrophenyl)sulfonyl)-6-(trifluoromethoxy)quinolin-4-yl)piperidin-4-ol